tert-butyl 5-(4-(4-(benzo[d]thiazol-5-ylamino)quinolin-6-yl)-3-fluorobenzyl)hexahydropyrrolo[3,4-c]pyrrole-2(1H)-carboxylate S1C=NC2=C1C=CC(=C2)NC2=CC=NC1=CC=C(C=C21)C2=C(C=C(CN1CC3C(C1)CN(C3)C(=O)OC(C)(C)C)C=C2)F